6-((1S,2S)-2-(6-chloroimidazo[1,2-b]pyridazin-8-yl)cyclopropyl)-1-(2,2,2-trifluoroethyl)-1H-pyrazolo[4,3-b]pyridine ClC=1C=C(C=2N(N1)C=CN2)[C@@H]2[C@H](C2)C=2C=C1C(=NC2)C=NN1CC(F)(F)F